COC1=CC=C(C=C1)C1=CC=C2C=CN(C2=C1)P(OC1=C(C=2CCCCC2C=C1)C1=C(C=CC=2CCCCC12)OP(N1C=CC2=CC=C(C=C12)C1=CC=C(C=C1)OC)N1C=CC2=CC=C(C=C12)C1=CC=C(C=C1)OC)N1C=CC2=CC=C(C=C12)C1=CC=C(C=C1)OC 2,2'-bis((bis(6-(4-methoxyphenyl)-1H-indol-1-yl)phosphaneyl)oxy)-5,5',6,6',7,7',8,8'-octahydro-1,1'-binaphthalene